C(C)(C)(C)OC(=O)N1CCN(CC1)C1=NC(=NC=C1F)C1=CN=C(S1)C 4-(5-fluoro-2-(2-methylthiazol-5-yl)pyrimidin-4-yl)piperazine-1-carboxylic acid tert-butyl ester